N(=NC(C#N)(C)C1CC1)C(C#N)(C)C1CC1 azobis(2-cyclopropylpropionitrile)